N[C@@H](CC(=O)N[C@@H](CCCNC(N)=N)C(=O)O)C(=O)O Beta-aspartyl-arginine